[Bis(dimethylamino)methylene]-1H-benzotriazolium 3-Oxide CN(C)C(N(C)C)=[N+]1N=[N+](C2=C1C=CC=C2)[O-]